(S)-6-(1-amino-1,3-dihydrospiro[indene-2,4'-piperidin]-1'-yl)-3-(2-cyclopropyl-7,7-dimethyl-7,8-dihydroquinazolin-5-yl)-1,5-dihydro-4H-pyrazolo[3,4-d]pyrimidin-4-one N[C@@H]1C2=CC=CC=C2CC12CCN(CC2)C=2NC(C1=C(N2)NN=C1C=1C=2C=NC(=NC2CC(C1)(C)C)C1CC1)=O